C(C)(C)(C)C1=C(OCCN2CC(CCC2)C)C=C(C=C1)C 1-[2-(2-tert-butyl-5-methylphenoxy)-ethyl]-3-methylpiperidine